C[Si](OC[C@H]1[C@@H](C[C@@H]2OC[C@H](CC[C@@H]21)CCCC(=O)OC(C)C)OC2OCCCC2)(C(C)(C)C)C 2-Propanyl 4-[(3S,5aR,6S,7R,8aS)-6-({[dimethyl(2-methyl-2-propanyl)silyl]oxy}methyl)-7-(tetrahydro-2H-pyran-2-yloxy)octahydro-2H-cyclopenta[b]oxepin-3-yl]butanoate